C(\C=C\C(=O)O)(=O)O.C(\C=C\C(=O)O)(=O)O.ClC=1C=CC(=C(CN2C[C@@H](CC2)CN)C1)OCCOC (S)-(1-(5-chloro-2-(2-methoxyethoxy)benzyl)pyrrolidin-3-yl)methanamine difumarate